chloro-7-fluoro-1-methyl-5-(6-(4,4,4-trifluoro-3,3-dimethylbut-1-yn-1-yl)-2,3,4,5-tetrahydro-1H-benzo[b]azepin-1-yl)-[1,2,4]triazolo[4,3-a]quinazoline ClC1=C2C(=NC=3N(C2=CC=C1F)C(=NN3)C)N3C1=C(CCCC3)C(=CC=C1)C#CC(C(F)(F)F)(C)C